N1=C(N)N=C(N)N=C1N.C1(=CC=CC=C1)P(OCC(C(=O)O)C(=O)O)=O dicarboxyethyl phenylphosphinate melamine salt